C(C)N(CC(C)C)CC1=CC2=C(C(N(C=C2C(F)(F)F)C2=CC(=CC=C2)C2(CCC2)C2=NN=CN2C)=O)N1 2-[[ethyl(isobutyl)amino]methyl]-6-[3-[1-(4-methyl-1,2,4-triazol-3-yl)cyclobutyl]phenyl]-4-(trifluoromethyl)-1H-pyrrolo[2,3-c]pyridin-7-one